ClC1=CC=C(C=C1)C(CC1(OCCC1)C1=CC=CC=C1)=O 1-(4-chlorophenyl)-2-(2-phenyltetrahydrofuran-2-yl)ethan-1-one